(3Z)-3-hydroxyiminobutyric acid ethyl ester C(C)OC(C\C(\C)=N/O)=O